ClC=1C=C(C=CC1OC)C1N(CCC(C1)N1C(NC2=C1C=CC=C2F)=O)C(=O)N (3-chloro-4-methoxyphenyl)-4-(4-fluoro-2-oxo-2,3-dihydro-1H-1,3-benzodiazol-1-yl)piperidine-1-carboxamide